FC=1C(=NC(=CC1)C(F)(F)F)C1=NN(C=C1NC(=O)C=1N=C(OC1)C=1C=NNC1)C1CCC(CC1)N1CCOCC1 N-(3-(3-fluoro-6-(trifluoromethyl)pyridin-2-yl)-1-((1r,4r)-4-morpholinylcyclohexyl)-1H-pyrazol-4-yl)-2-(1H-pyrazol-4-yl)oxazole-4-carboxamide